9,9-Bis[4-(2-methacryloyloxyethoxy)-3-phenylphenyl]fluorene C(C(=C)C)(=O)OCCOC1=C(C=C(C=C1)C1(C2=CC=CC=C2C=2C=CC=CC12)C1=CC(=C(C=C1)OCCOC(C(=C)C)=O)C1=CC=CC=C1)C1=CC=CC=C1